N-[(3-Fluorophenyl)methyl]-2-isopropyl-4-methyl-6-morpholin-4-yl-pyridine-3-carboxylic acid amide FC=1C=C(C=CC1)CNC(=O)C=1C(=NC(=CC1C)N1CCOCC1)C(C)C